6-chloro-1-(tetrahydro-2H-pyran-4-yl)-1,3-dihydro-2H-imidazo[4,5-c]pyridin-2-one-5-d ClC1=CC2=C(CN1[2H])NC(N2C2CCOCC2)=O